C(C=C)(=O)OCCCCCCOC1=CC=C(C(=O)OC2=C(C=C(C=C2)OC(=O)C2CCC(CC2)CC)C=NNC=2SC3=C(N2)C=CC=C3)C=C1 [2-[(1,3-benzothiazol-2-ylhydrazono)methyl]-4-(4-ethylcyclohexanecarbonyl)oxyphenyl] 4-(6-prop-2-enoyloxyhexoxy)benzoate